FC=1C=C2C(=NC(=NC2=C(C1C1=C2C=NNC2=CC(=C1C(F)(F)F)C)F)SC)O 6,8-difluoro-7-(6-methyl-5-(trifluoromethyl)-1H-indazol-4-yl)-2-(methylthio)quinazolin-4-ol